FC1=C(C(=O)NCC=2C=NC(=C(C2)F)OC)C=C(C=C1)B1OC(C(O1)(C)C)(C)C 2-Fluoro-N-((5-fluoro-6-methoxypyridin-3-yl)methyl)-5-(4,4,5,5-tetramethyl-1,3,2-dioxaborolan-2-yl)benzamide